4-(6-(4-aminopiperidin-1-yl)-4-hydroxy-3-(3-hydroxy-4-methoxyphenyl)pyridin-2-yl)-2-fluorobenzonitrile NC1CCN(CC1)C1=CC(=C(C(=N1)C1=CC(=C(C#N)C=C1)F)C1=CC(=C(C=C1)OC)O)O